tert-butyl ((4-(methylsulfonyl)cyclohex-1-en-1-yl)methyl)carbamate CS(=O)(=O)C1CC=C(CC1)CNC(OC(C)(C)C)=O